2-(1-Bromopropyl)-6-(trifluoromethyl)-pyridine BrC(CC)C1=NC(=CC=C1)C(F)(F)F